maleic acid mono-[2-(2-methoxy-ethoxy)-Ethyl] ester COCCOCCOC(\C=C/C(=O)O)=O